2-(3-{2-[(2R)-1-[(2E)-4-(dimethylamino)but-2-enoyl]pyrrolidin-2-yl]ethynyl}pyridin-4-yl)-3-[(3-fluoro-2-methoxyphenyl)amino]-1H,5H,6H,7H-pyrrolo[3,2-c]pyridin-4-one CN(C/C=C/C(=O)N1[C@H](CCC1)C#CC=1C=NC=CC1C1=C(C=2C(NCCC2N1)=O)NC1=C(C(=CC=C1)F)OC)C